C(C=C)(=O)NCCC[Si](O[Si](C)(C)C)(O[Si](C)(C)C)O[Si](C)(C)C acrylamidopropyl-TRIS(trimethylsiloxy)silane